4-bromophenyl-pentafluorosulfur BrC1=CC=C(C=C1)S(F)(F)(F)(F)F